4-(oxetan-3-yloxy)-1H-pyrazole O1CC(C1)OC=1C=NNC1